ClC1=CN=C(S1)C=CC(=O)NC1=C(C(=NN1)C1=CC=NC=C1)C 3-(5-Chlorothiazol-2-yl)-N-(4-methyl-3-(pyridin-4-yl)-1H-pyrazol-5-yl)propenamide